tert-butyl (R)-3-((6-(2-hydroxy-4-(trifluoromethyl)phenyl)-5-methylpyridazin-3-yl)amino)-[1,4'-bipiperidine]-1'-carboxylate OC1=C(C=CC(=C1)C(F)(F)F)C1=C(C=C(N=N1)N[C@H]1CN(CCC1)C1CCN(CC1)C(=O)OC(C)(C)C)C